OCC1=C(C(=CC=C1C)O)CO bis(hydroxymethyl)-p-cresol